OCCC1=NC=CC(=C1)NC(O[C@@H](COC1=C(C=C2C(=N1)SC(=N2)C2=C1N=CC(=NC1=CC(=C2)C)OC)F)C)=O (R)-1-((6-fluoro-2-(2-methoxy-7-methylquinoxalin-5-yl)thiazolo[5,4-b]pyridin-5-yl)oxy)propan-2-yl (2-(2-hydroxyethyl)pyridin-4-yl)carbamate